4-(6-((1-(4-(Difluoromethyl)phenyl)-4-methyl-1H-1,2,3-triazol-5-yl)methoxy)pyridazine-3-yl)-1-(1-methyl-1H-pyrazol-4-yl)piperazin-2-one FC(C1=CC=C(C=C1)N1N=NC(=C1COC1=CC=C(N=N1)N1CC(N(CC1)C=1C=NN(C1)C)=O)C)F